FC1=C(C=CC(=C1C)OC1=CC2=C(N(N=N2)C)C(=C1)F)NC=1C2=C(N=CN1)C=CC(=N2)N2CCN(CC2)C(=O)OC(C)(C)C tert-butyl 4-(4-((2-fluoro-4-((7-fluoro-1-methyl-1H-benzo[d][1,2,3]triazol-5-yl)oxy)-3-methylphenyl)amino)pyrido[3,2-d]pyrimidin-6-yl)piperazine-1-carboxylate